N[C@@]1(CN(CC1)C1=C(C=NC=C1C1=CC(=CC(=C1)F)F)C(=O)NCC1C(C1)(F)F)C 4-[(3S)-3-amino-3-methylpyrrolidin-1-yl]-N-[(2,2-difluorocyclopropyl)methyl]-5-(3,5-difluorophenyl)pyridine-3-carboxamide